FC=1C(=C(C=CC1F)[C@H]1[C@H](O[C@@]([C@@H]1C)(C(F)(F)F)C)C(=O)NC1=NC=CC(=C1)C(=O)N)OC 2-[[(2S,3s,4r,5s)-3-(3,4-difluoro-2-methoxy-phenyl)-4,5-dimethyl-5-(trifluoromethyl)tetrahydrofuran-2-carbonyl]amino]pyridine-4-carboxamide